3-[3-methyl-2-oxo-5-[4-[3-(4-piperidyloxy)cyclobutoxy]-1-piperidyl]benzimidazol-1-yl]piperidine-2,6-dione CN1C(N(C2=C1C=C(C=C2)N2CCC(CC2)OC2CC(C2)OC2CCNCC2)C2C(NC(CC2)=O)=O)=O